(E)-1-[4-[2-(2,4-Difluorophenyl)-2-hydroxy-3-(1,2,4-triazol-1-yl)propoxy]phenyl]-3-(4-octoxyphenyl)prop-2-en-1-one FC1=C(C=CC(=C1)F)C(COC1=CC=C(C=C1)C(\C=C\C1=CC=C(C=C1)OCCCCCCCC)=O)(CN1N=CN=C1)O